7-(3-pyridazin-4-yl-1H-pyrrolo[2,3-b]pyridin-4-yl)-2,7-diazaspiro[4.5]decane N1=NC=C(C=C1)C1=CNC2=NC=CC(=C21)N2CC1(CCNC1)CCC2